Penta-methyl-cyclopentadiene titanium [Ti].CC1C(=C(C(=C1C)C)C)C